Cl.C[C@@H]1CN(C[C@@H](N1)C)C1=C2C=NC(=NC2=C(C=C1)C(=O)NC1=CC2=CN(N=C2C(=C1)F)C)O 5-[(3R,5S)-3,5-dimethylpiperazin-1-yl]-N-(7-fluoro-2-methyl-indazol-5-yl)-2-hydroxy-quinazoline-8-carboxamide hydrochloride